[K].C(=CCCCCCCCCCC)C1C(=O)OC(C1)=O dodecenyl-succinic anhydride, potassium salt